tert-butyl (1R,4R,5S)-5-((tert-butoxycarbonyl)(6-(2-cyanoethyl)-7-(2,3-dichlorophenyl)-8-fluoro-3-iodo-2-methylquinolin-4-yl)amino)-2-azabicyclo[2.1.1]hexane-2-carboxylate C(C)(C)(C)OC(=O)N([C@H]1[C@H]2CN([C@@H]1C2)C(=O)OC(C)(C)C)C2=C(C(=NC1=C(C(=C(C=C21)CCC#N)C2=C(C(=CC=C2)Cl)Cl)F)C)I